ClC=1C=C2C(=NC(=NC2=C(C1C1=C(C=CC=C1O)F)F)OCCN(CC)CC)N1CCN(CC1)C(C=C)=O 1-(4-(6-chloro-2-(2-(diethyl-amino)ethoxy)-8-fluoro-7-(2-fluoro-6-hydroxyphenyl)quinazolin-4-yl)piperazin-1-yl)prop-2-en-1-one